C[C@H]1NC[C@@H]2CN(C[C@@H]21)C2=CC=C(C=C2)OC(F)(F)F (3R,3aR,6aR)-3-methyl-5-[4-(trifluoromethoxy)phenyl]-2,3,3a,4,6,6a-hexahydro-1H-pyrrolo[3,4-c]pyrrole